tert-butyl 2-[2-(2,6-dioxopiperidin-3-yl)-1-oxo-3H-isoindol-5-yl]-2,9-diazadispiro[3.1.5^{6}.1^{4}]dodecane-9-carboxylate O=C1NC(CCC1N1C(C2=CC=C(C=C2C1)N1CC2(C1)CC1(CCN(CC1)C(=O)OC(C)(C)C)C2)=O)=O